BrC1=C(C=C2C(=NNC(C2=C1)=O)C(C)C)F 7-bromo-6-fluoro-4-isopropylphthalazin-1(2H)-one